N-[3-(3-aminoisoquinolin-7-yl)-2,4-difluorophenyl]-5-chloro-2-methoxypyridine-3-sulfonamide NC=1N=CC2=CC(=CC=C2C1)C=1C(=C(C=CC1F)NS(=O)(=O)C=1C(=NC=C(C1)Cl)OC)F